[O-2].[O-2].[Hf+4].[Au+3] gold-hafnium dioxide